NC1CCC(CC1)CC1CCC(CC1)N bis(4-aminocyclohex-yl)methane